NC1=C(C=C(C=N1)C=1C=C(C=CC1)NS(=O)(=O)CCN1C[C@@H](CC1)CO)OCC1=C(C(=CC=C1F)F)Cl 2-[(3R)-3-hydroxymethyl-pyrrolidin-1-yl]-ethanesulfonic acid {3-[6-amino-5-(2-chloro-3,6-difluoro-benzyloxy)-pyridin-3-yl]-phenyl}-amide